(rac)-benzyl trans-4-allyl-3-azido-1-(N-(pyridin-2-yl)sulfamoyl)pyrrolidine-3-carboxylate C(C=C)[C@H]1[C@](CN(C1)S(NC1=NC=CC=C1)(=O)=O)(C(=O)OCC1=CC=CC=C1)N=[N+]=[N-] |r|